CNCC=1C(NC(NC1)=S)=O 5-methylaminomethyl-2-thiouracil